amino-2-ethyl-1,3-propanediol NC(C(CO)CC)O